fumaric acid, diamide C(\C=C\C(=O)N)(=O)N